3-(2-(4-(hydroxymethyl)piperidine-1-carbonyl)-9-(trifluoromethyl)-1,2,3,4-tetrahydro-[1,4]diazepino[6,7,1-hi]indol-7-yl)-4-(imidazo[1,2-a]pyridin-3-yl)-1H-pyrrole-2,5-dione OCC1CCN(CC1)C(=O)N1CCN2C=C(C3=CC(=CC(=C23)C1)C(F)(F)F)C=1C(NC(C1C1=CN=C2N1C=CC=C2)=O)=O